(±)-ethyl 2-cyanopropanoate C(#N)[C@H](C(=O)OCC)C |r|